2-(2-Fluoro-3-(trifluoromethyl)phenyl)acetamide FC1=C(C=CC=C1C(F)(F)F)CC(=O)N